Tert-butyl (2-((2,3-dihydro-1H-inden-2-yl)carbamoyl)-6-((2-methoxyphenyl)amino)pyridin-4-yl)carbamate C1C(CC2=CC=CC=C12)NC(=O)C1=NC(=CC(=C1)NC(OC(C)(C)C)=O)NC1=C(C=CC=C1)OC